FC1=C(C=CC=C1F)CN1C(CCC1=O)CC(=O)NN(C)C 2-[1-[(2,3-difluorophenyl)methyl]-5-oxopyrrolidin-2-yl]-N',N'-dimethylacetohydrazide